FC1=C(C=CC(=C1)F)N1N=C(C(C1(C(=O)OC)C)C=1OC=CC1)C1=CC=C(C=C1)F methyl 1-(2,4-difluorophenyl)-3-(4-fluorophenyl)-4-(furan-2-yl)-5-methyl-4,5-dihydro-1H-pyrazole-5-carboxylate